ClC1=CC=C(S1)CSC1=CC(=NN1C(=O)C=1SC=CC1)C1CN(CC1)CC(=O)N1CCOCC1 2-[3-(5-{[(5-chlorothiophen-2-yl)methyl]sulfanyl}-1-(thiophene-2-carbonyl)-1H-pyrazol-3-yl)pyrrolidin-1-yl]-1-(morpholin-4-yl)ethan-1-one